tert-Butyl 4-[2-(2-[4-(aminomethyl)-3-pyridyl] oxyethoxy)ethyl]tetrahydro-1(2H)-pyrazinecarboxylate NCC1=C(C=NC=C1)OCCOCCN1CCN(CC1)C(=O)OC(C)(C)C